3,5-dichloro-4-(3-isopropyl-4-((triisopropylsilyl)oxy)benzyl)phenol ClC=1C=C(C=C(C1CC1=CC(=C(C=C1)O[Si](C(C)C)(C(C)C)C(C)C)C(C)C)Cl)O